4-amino-8-(2-(difluoromethyl)pyridin-3-yl)-7-fluoro-N-propylisoquinoline-3-carboxamide NC1=C(N=CC2=C(C(=CC=C12)F)C=1C(=NC=CC1)C(F)F)C(=O)NCCC